C1=CC(C=CC1O)(CC(=O)C(=O)[O-])C(=O)[O-] The molecule is a dicarboxylic acid dianion that is the conjugate base of prephenic acid; major species at pH 7.3. It has a role as an Escherichia coli metabolite and a plant metabolite. It is a conjugate base of a prephenic acid.